C(C=C)(=O)N1C[C@H](C[C@@H]1COC)N1N=C(C(=C1NC)C(=O)N)C#CC1=C(C2=C(N(C=N2)C)C=C1)F 1-((3s,5r)-1-propenoyl-5-(methoxymethyl)pyrrolidin-3-yl)-3-((4-fluoro-1-methyl-1H-benzo[d]imidazol-5-yl)ethynyl)-5-(methylamino)-1H-pyrazole-4-carboxamide